[Na].C(CCCCCCC\C=C/CCCCCCCC)(=O)N(CCS(=O)(=O)O)C oleoyl-methyl-taurine sodium